C(C)(C)(C)C=1C=C(C=C(C1O)C(C)(C)C)C(SC[13CH]=O)C1=CC=CC=C1 2-(((3,5-bis-tert-butyl-4-hydroxyphenyl)(phenyl)methyl)thio)acetaldehyde-13C